[Cl-].CO[SiH2]CCC[N+](CCCCCCCCCCCCCCCCCC)(C)C 3-(methoxysilyl)propyl-dimethyl-octadecyl-ammonium chloride